FC=1C=C(C=CC1OC1=CC=NC2=CC(=CN=C12)OC)NC(=O)C1=C(N(C(=C(C1=O)C1=CC=C(C=C1)F)C)C)C N-[3-fluoro-4-[(7-methoxy-1,5-naphthyridin-4-yl)oxy]phenyl]-5-(4-fluorophenyl)-1,2,6-trimethyl-4-oxopyridine-3-carboxamide